CC1(N(CCC1)CC(=O)NC=1C=C(C(=NC1)C)NC(=O)C=1C=NN2C1C=NC(=C2)C2=NC=CC=C2)C N-(5-(2-(2,2-dimethylpyrrolidin-1-yl)acetamido)-2-methylpyridin-3-yl)-6-(pyridin-2-yl)pyrazolo[1,5-a]pyrazine-3-carboxamide